octyl (2S,3aS,6aS)-1-[(2S)-2-[[(2S)-1-ethoxy-1-oxo-4-phenylbutan-2-yl]amino]propanoyl]-3,3a,4,5,6,6a-hexahydro-2H-cyclopenta[b]pyrrole-2-carboxylate C(C)OC([C@H](CCC1=CC=CC=C1)N[C@H](C(=O)N1[C@@H]2[C@H](C[C@H]1C(=O)OCCCCCCCC)CCC2)C)=O